2-(7-(3-(1H-pyrazol-1-yl)phenyl)-2-morpholino-4-(pyridin-4-yl)-5H-pyrrolo[3,2-d]pyrimidin-5-yl)ethan-1-ol N1(N=CC=C1)C=1C=C(C=CC1)C1=CN(C2=C1N=C(N=C2C2=CC=NC=C2)N2CCOCC2)CCO